5-Chloro-6-(2,6-difluoro-4-(((1R,5S,6r)-3-methyl-3-azabicyclo[3.1.0]hex-6-yl)methoxy)phenyl)-N-(2,2,2-trifluoroethyl)-[1,2,4]triazolo[1,5-a]pyrimidin-7-amine ClC1=NC=2N(C(=C1C1=C(C=C(C=C1F)OCC1[C@H]3CN(C[C@@H]13)C)F)NCC(F)(F)F)N=CN2